C(C)(=O)C1(CCC(N1C)=O)C 5-acetyl-1,5-dimethylpyrrolidin-2-one